t-butylamino-trimethyl-silane C(C)(C)(C)N[Si](C)(C)C